ClC=1C2=C(N=CN1)N(C=C2)COCC[Si](C)(C)C 4-chloro-7-[2-(trimethylsilyl)ethoxy]methyl-7H-pyrrolo[2,3-d]pyrimidine